4-butyl-γ-butyrolactone C(CCC)C1CCC(=O)O1